4-(5-cyano-2-methoxyphenyl)-6-methyl-N-(5-(4-(2-oxopyrrolidin-1-yl)phenyl)thiazolo[5,4-b]pyridin-2-yl)nicotinamide C(#N)C=1C=CC(=C(C1)C1=CC(=NC=C1C(=O)NC=1SC2=NC(=CC=C2N1)C1=CC=C(C=C1)N1C(CCC1)=O)C)OC